5-(3-(2-amino-[1,2,4]triazolo[1,5-a]pyridin-7-yl)-2,6-difluorophenoxy)-3,3-difluoro-2-phenylpentan-2-ol NC1=NN2C(C=C(C=C2)C=2C(=C(OCCC(C(C)(O)C3=CC=CC=C3)(F)F)C(=CC2)F)F)=N1